FC=1C=C(C=C(C1F)F)C1=C(C=CC=C1)NC(=O)C=1C(=NN(C1F)C)C(F)(F)F N-(3',4',5'-trifluorobiphenyl-2-yl)-5-fluoro-1-methyl-3-trifluoromethylpyrazole-4-yl-carboxamide